CC(C(COC1=CC=C(C=C1)CN1N=CC(=C1)C(=O)OC)=O)(C)C Methyl 1-[[4-(3,3-dimethyl-2-oxo-butoxy)phenyl]methyl]pyrazole-4-carboxylate